N-(2-((3-fluorophenyl)ethynyl)phenyl)-4-methylbenzenesulfonamide FC=1C=C(C=CC1)C#CC1=C(C=CC=C1)NS(=O)(=O)C1=CC=C(C=C1)C